C1(=CC=C(C=C1)N)C1=CC=C(C=C1)C1=CC=CC=C1 [1,1':4',1''-terphenyl]-4-amine